C(C)(=O)N(C1=C(C=C(C=C1)C1=CC=C(C=N1)C(=O)NCC=1C=NC=CC1)C)C 6-[4-[acetyl-(methyl)amino]-3-methyl-phenyl]-N-(3-pyridylmethyl)pyridine-3-carboxamide